3-CYANO-5-HYDROXYPHENYLBORONIC ACID C(#N)C=1C=C(C=C(C1)O)B(O)O